C(C)(C)(C)N(C1(CN(CC1)C1=C(C(=C(C(=C1)F)S(=O)(=O)NC1=NC(=CC=C1)F)F)Cl)C)C 4-(3-(tert-butyl(methyl)amino)-3-methylpyrrolidin-1-yl)-3-chloro-2,6-difluoro-N-(6-fluoropyridin-2-yl)benzenesulfonamide